2-chloro-N-{4-[7-chloro-4,4-difluoro-5-hydroxy-5-(2-hydroxyethyl)-2,3,4,5-tetrahydro-1H-1-benzoazepine-1-carbonyl]-2-methoxyphenyl}-5-fluorobenzamide ClC1=C(C(=O)NC2=C(C=C(C=C2)C(=O)N2CCC(C(C3=C2C=CC(=C3)Cl)(CCO)O)(F)F)OC)C=C(C=C1)F